(E)-3-(2-ethyl-7-fluoro-3-(4-fluoro-2,6-dimethylphenyl)-4-oxo-3,4-dihydroquinazolin-6-yl)-N-hydroxyacrylamide C(C)C1=NC2=CC(=C(C=C2C(N1C1=C(C=C(C=C1C)F)C)=O)/C=C/C(=O)NO)F